4-[5-(2-aminoethyl)pyrimidin-2-yl]-3-[(4-propan-2-yltriazol-1-yl)methyl]benzonitrile NCCC=1C=NC(=NC1)C1=C(C=C(C#N)C=C1)CN1N=NC(=C1)C(C)C